[S].CN(CC=C)CC=C methyldiallylamine sulfur